BrC=1N(CCOC1)C=O 5-bromo-2,3-dihydro-4H-1,4-oxazine-4-carbaldehyde